FC1=C(C=CC(=C1)OCC(F)(F)F)C=1C=C2CCN[C@@H](C2=CC1)CNC=1C=NC=CC1C(=O)O 3-({[(1S)-6-[2-fluoro-4-(2,2,2-trifluoro-ethoxy)phenyl]-1,2,3,4-tetrahydroisoquinolin-1-yl]methyl}amino)pyridine-4-carboxylic acid